N-((1r,2s)-2-(3,4-difluorophenyl)cyclopropyl)-2-(ethylsulfanyl)-9-methyl-9H-purin-6-amine FC=1C=C(C=CC1F)[C@H]1[C@@H](C1)NC1=C2N=CN(C2=NC(=N1)SCC)C